CC(C)(CCC1=CC=CC=C1)NC=1C2=C(N=C(N1)C1=CC=NC=C1)C=NC=C2 N-(2-methyl-4-phenylbutan-2-yl)-2-(pyridin-4-yl)pyrido[3,4-d]pyrimidin-4-amine